BrC=1C=2N(C=C(C1)Cl)C(=CN2)C=O 8-BROMO-6-CHLOROIMIDAZO[1,2-A]PYRIDIN-3-CARBALDEHYDE